CC(C)(C(C)(O)C)O 2,3-di-methyl-2,3-butanediol